C(=CC1=CC=CC=C1)C=1C(=C(C=CC1C1=CC=CC=C1)S(=O)(=O)[O-])C=CC1=CC=CC=C1.[Na+].[Na+].C(=CC1=CC=CC=C1)C=1C(=C(C=CC1C1=CC=CC=C1)S(=O)(=O)[O-])C=CC1=CC=CC=C1 disodium distyryl-4,4'-biphenyl-sulfonate